N-[3-(2,3-dihydro-1H-indol-5-yl)-1H-pyrrolo[2,3-b]pyridin-6-yl]cyclopropanecarboxamide N1CCC2=CC(=CC=C12)C1=CNC2=NC(=CC=C21)NC(=O)C2CC2